F[C@@H](C1(COC1)C=1C=C(C=CC1)N1C(C2=CC(=CC(=C2C1)C(F)(F)F)CN1CCC(CC1)(C)O)=O)C1=NN=CN1C (S)-2-(3-(3-(fluoro(4-methyl-4H-1,2,4-triazol-3-yl)methyl)oxetan-3-yl)phenyl)-6-((4-hydroxy-4-methylpiperidin-1-yl)methyl)-4-(trifluoromethyl)isoindolin-1-one